7-chloro-2-(2-cyclopropyl-4-methoxyphenyl)-5-fluoro-8-hydroxy-3-(oxazol-5-ylmethyl)benzo[4,5]thieno[2,3-d]pyrimidin-4(3H)-one ClC1=C(C2=C(C3=C(N=C(N(C3=O)CC3=CN=CO3)C3=C(C=C(C=C3)OC)C3CC3)S2)C(=C1)F)O